S1C(=CC=C1)C1=CN=C2N1C=C(N=C2)C=2SC=CC2 3,6-bis(2-thienyl)imidazo[1,2-a]pyrazine